tetrakis(4-(6H-6-aza-8-oxaindeno[2,3-b]fluorene-6-yl)-phenyl)silane C1=CC=CC2=C1C=C1C=C3CC4=COCN(C4=C3C=C12)C1=CC=C(C=C1)[Si](C1=CC=C(C=C1)N1C2=C3C=C4C(C=C3CC2=COC1)=CC=1C=CC=CC14)(C1=CC=C(C=C1)N1C4=C2C=C3C(C=C2CC4=COC1)=CC=1C=CC=CC13)C1=CC=C(C=C1)N1C3=C4C=C2C(C=C4CC3=COC1)=CC=1C=CC=CC12